The molecule is an amino alcohol which is 2,3-dihydranthranilic acid in which a hydrogen at position 3 is substituted by a hydroxy group. It is an amino acid and an amino alcohol. It is a tautomer of a 2,3-dihydro-3-hydroxyanthranilic acid zwitterion. C1=CC(C(C(=C1)C(=O)O)N)O